N-[2-[(2,3-difluorophenyl)methylsulfanyl]-6-[[(1R,2R)-2,3-dihydroxy-1-methyl-propyl]amino]pyrimidin-4-yl]azetidine-1-sulfonamide FC1=C(C=CC=C1F)CSC1=NC(=CC(=N1)NS(=O)(=O)N1CCC1)N[C@@H]([C@H](CO)O)C